ClC=1C(=NC2=CC=C(C=C2C1)C=1C=CC(=C(C1)CN)C(F)(F)F)N1CCNCC1 [5-(3-chloro-2-piperazin-1-yl-6-quinolyl)-2-(trifluoromethyl)phenyl]methanamine